C(=O)C=1C(=C2C(NC(=NN2C1CCC)C=1C=C(C=CC1OCCC)S(=O)(=O)N1CCC(CC1)CCO[N+](=O)[O-])=O)C.CN(C1=CC=2CC3=CC=C(C=C3C2C=C1)N(C1=CC=CC=C1)CC)C 2-dimethylamino-6-(N-ethylanilino)fluorene 2-(1-((3-(6-Formyl-5-methyl-4-oxo-7-propyl-3,4-dihydropyrrolo[2,1-f][1,2,4]triazin-2-yl)-4-Propoxyphenyl)sulfonyl)piperidin-4-yl)ethylnitrat